NC1=CC=C(C(=N1)C)CNC(=O)[C@H]1NC(OC1)=O (S)-N-((6-amino-2-methylpyridin-3-yl)methyl)-2-oxooxazolidine-4-carboxamide